2-[5-chloro-1-(1-cyclopropyl-1H-pyrazol-4-yl)-1H-indazol-6-yl]-2,6-diazaspiro[3.4]octan-7-one ClC=1C=C2C=NN(C2=CC1N1CC2(C1)CNC(C2)=O)C=2C=NN(C2)C2CC2